COCCCN1N=C(C(=C1)NC=1SC=C(N1)C1=C(C=C(C=C1)N1C(NCC1)=O)C)C 1-(4-{2-[1-(3-Methoxy-propyl)-3-methyl-1H-pyrazol-4-ylamino]-thiazol-4-yl}-3-methyl-phenyl)-imidazolidin-2-one